monofluoromethylselenium FC[Se]